(R)-N-(3-(1-((2-amino-5-chloropyridin-3-yl)oxy)ethyl)-phenyl)-4-methyl-3-(methylsulfonyl)benzamide NC1=NC=C(C=C1O[C@H](C)C=1C=C(C=CC1)NC(C1=CC(=C(C=C1)C)S(=O)(=O)C)=O)Cl